C(=CC1=CC=CC=C1)C=1OC(=NN1)C(Cl)(Cl)Cl 2-styryl-5-trichloromethyl-1,3,4-oxadiazole